N1(CCC1)CCC=1C=CC(N(C1)C(C(=O)OCC)CC(C)C)=O Ethyl 2-(5-(2-(azetidin-1-yl)ethyl)-2-oxopyridin-1(2H)-yl)-4-methylpentanoate